(S)-3-(3-fluoro-4-methoxyphenyl)-6-nitro-8-(pyridin-4-yl)-2-(pyrrolidin-2-yl)quinazolin-4(3H)-one FC=1C=C(C=CC1OC)N1C(=NC2=C(C=C(C=C2C1=O)[N+](=O)[O-])C1=CC=NC=C1)[C@H]1NCCC1